5-chloro-1-((5-(3-fluoro-4-methoxyphenyl)pyrazin-2-yl)methyl)-1H-indazole ClC=1C=C2C=NN(C2=CC1)CC1=NC=C(N=C1)C1=CC(=C(C=C1)OC)F